2,4-di-tert-butyl-dihydroquinoline-3-carboxamide C(C)(C)(C)C1NC2=CC=CC=C2C(=C1C(=O)N)C(C)(C)C